tert-butyl-(2-methoxy-2-oxoethyl)-2-oxa-5,8-diazaspiro[3.5]nonane-8-carboxylate C(C)(C)(C)C1(OCC12NCCN(C2)C(=O)[O-])CC(=O)OC